C1(=CC=CC=C1)C(=O)C=1N(C=CN1)COCC[Si](C)(C)C phenyl(1-((2-(trimethylsilyl)ethoxy)methyl)-1H-imidazol-2-yl)methanone